C(C1=CC=CC=C1)NC1=C2N=CN(C2=NC(=N1)C=1C=NC=C(C1)OC)[C@H]1[C@@H]([C@@H]([C@H](O1)C(=O)NC)O)O (2S,3S,4R,5R)-5-(6-(benzylamino)-2-(5-methoxypyridin-3-yl)-9H-purin-9-yl)-3,4-dihydroxyl-N-methyltetrahydrofuran-2-formamide